4-(1-(3,4-Dihydro-2H-benzo[b][1,4]-oxazin-6-yl)-3-((quinuclidin-4-yl-methyl)amino)-1H-pyrazol-5-yl)-2-fluorobenzonitrile 2,2,2-trifluoroacetate FC(C(=O)O)(F)F.O1C2=C(NCC1)C=C(C=C2)N2N=C(C=C2C2=CC(=C(C#N)C=C2)F)NCC21CCN(CC2)CC1